2,2,6,6-tetramethyl-4-pyridinol CC1(NC(C=C(C1)O)(C)C)C